O=C1NC(CCC1N1C(C2=CC=CC(=C2C1)NC1CCC(CC1)NC(OC(C)(C)C)=O)=O)=O tert-butyl N-[(1s,4s)-4-{[2-(2,6-dioxopiperidin-3-yl)-1-oxo-3H-isoindol-4-yl]amino}cyclohexyl]carbamate